FC(C1=CC=C(C=C1)NC=1SC=CN1)(F)F 2-((4-(trifluoromethyl)phenyl)amino)thiazol